5-amino-1-(cyclobutylmethyl)-1H-pyrazole-4-carboxylic acid NC1=C(C=NN1CC1CCC1)C(=O)O